6-(2-amino-5-(3-((dimethylamino)methyl)-4-(tetrahydro-2H-pyran-4-yl)phenyl)-6-fluoropyridin-3-yl)-8-fluoro-3-methylisoquinolin-1(2H)-one NC1=NC(=C(C=C1C=1C=C2C=C(NC(C2=C(C1)F)=O)C)C1=CC(=C(C=C1)C1CCOCC1)CN(C)C)F